S1C(=NN=C1)C1=CN=CC(=N1)N1CC(CCC1)(F)C=1SC(=NN1)C1=C(C=CC=C1)OC(F)(F)F 2-(1-(6-(1,3,4-thiadiazol-2-yl)pyrazin-2-yl)-3-fluoropiperidin-3-yl)-5-(2-(trifluoromethoxy)phenyl)-1,3,4-thiadiazole